[NH4+].C(CCCCCCCCCCCCCCCCC)(=O)OC.C(CCCCCCCCCCCCCCCCC)(=O)OC dimethyl distearate ammonium